C(CCCCCCC)P(O)(=O)CCCCCCCC di-octyl-phosphinic acid